C(C)C1(CC1)CCCO 3-(1-ethylcyclopropyl)propan-1-ol